C(C)OP(OCC)(=O)COCCN1C2=NC(=NC(=C2N=C1)Cl)N diethyl-((2-(2-amino-6-chloro-9H-purin-9-yl)-ethoxy)-methyl)-phosphonate